5-benzyloxy-3-[(1R)-1-(fluoromethyl)allyl]-1-(1-methylallyl)-4,6-dioxo-N-[(2,4,6-trifluorophenyl)methyl]-2H-pyrido[2,1-f][1,2,4]triazine-7-carboxamide C(C1=CC=CC=C1)OC=1C(C(=CN2N(CN(C(C21)=O)[C@H](C=C)CF)C(C=C)C)C(=O)NCC2=C(C=C(C=C2F)F)F)=O